N-(2-methylphenyl)-2H-benzopyran-3-carboxamide CC1=C(C=CC=C1)NC(=O)C=1COC2=C(C1)C=CC=C2